1-cyclopropyloxy-2-nitro-4-(trifluoromethyl)benzene C1(CC1)OC1=C(C=C(C=C1)C(F)(F)F)[N+](=O)[O-]